7-{[1-(L-α-glutaminyl)azetidin-3-yl]oxy}-2-hydroxy-3,4-dihydro-2H-1,2-benzoxaborinine-8-carboxylic acid N[C@@H](CCC(=O)N1CC(C1)OC1=C(C2=C(CCB(O2)O)C=C1)C(=O)O)C(N)=O